1,4,4-trichloro-1,4-disilapentane Cl[SiH2]CC[Si](C)(Cl)Cl